(7-(2-(4-(6-Fluorobenzo[b]thiophen-4-yl)piperazin-1-yl)ethyl)-4-hydroxy-2-oxoquinolin-1(2H)-yl)methyl hexanoate C(CCCCC)(=O)OCN1C(C=C(C2=CC=C(C=C12)CCN1CCN(CC1)C1=CC(=CC=2SC=CC21)F)O)=O